Hafnium oxybromide O(Br)Br.[Hf]